N-(5-cyano-4-((1S,2S)-2-methoxycyclobutoxy)pyridin-2-yl)-7-formyl-6-(((R)-3-methoxy-2-carbonylpyrrolidin-1-yl)methyl)-3,4-dihydro-1,8-naphthyridine-1(2H)-carboxamide C(#N)C=1C(=CC(=NC1)NC(=O)N1CCCC2=CC(=C(N=C12)C=O)CN1C([C@@H](CC1)OC)=C=O)O[C@@H]1[C@H](CC1)OC